1,3-di-tert-butyl-imidazolium acrylate C(C=C)(=O)[O-].C(C)(C)(C)N1C=[N+](C=C1)C(C)(C)C